(3R,4S,5S)-4-((tert-butoxycarbonyl)amino)-3-hydroxy-5-methyl-heptanoic acid C(C)(C)(C)OC(=O)N[C@H]([C@@H](CC(=O)O)O)[C@H](CC)C